C(C1=CC=C(C=O)C=C1)=N Terephthalaldehyde imine